N-(1-(((4-(4-(trifluoromethyl)phenyl)phthalazin-1-yl)amino)methyl)cyclobutyl)acrylamide tert-butyl-(1-(((4-(4-(trifluoromethyl)phenyl)phthalazin-1-yl)amino)methyl)cyclobutyl)carbamate C(C)(C)(C)N(C(O)=O)C1(CCC1)CNC1=NN=C(C2=CC=CC=C12)C1=CC=C(C=C1)C(F)(F)F.FC(C1=CC=C(C=C1)C1=NN=C(C2=CC=CC=C12)NCC1(CCC1)NC(C=C)=O)(F)F